(3S)-3-[(3,3-dimethylpyrrolidin-1-yl)carbonyl]-3,4-dihydro-1H-isoquinoline-2-carboxylic acid tert-butyl ester C(C)(C)(C)OC(=O)N1CC2=CC=CC=C2C[C@H]1C(=O)N1CC(CC1)(C)C